[Sb]=S.[As] arsenic-antimony sulfide